CN1[C@@H](CCC1)COC(C#N)(C1NCCNC1)C1=NC=NC2=CC=CC=C12 ((((S)-1-methylpyrrolidin-2-yl))methoxy)quinazolin-4-ylpiperazin-2-yl-acetonitrile